[Zn+2].C(CCCCCCCCC=C)(=O)[O-].C(CCCCCCCCC=C)(=O)[O-] undecylenic acid zinc salt